C1(CCCCCC1)CN1N=CC(=C1C(=O)NC1=CC(=NC=C1)O)C(F)(F)F 2-(cycloheptylmethyl)-N-(2-hydroxypyridin-4-yl)-4-(trifluoromethyl)pyrazole-3-carboxamide